The molecule is an unsaturated fatty acyl-CoA that results from the formal condensation of the thiol group of coenzyme A with the carboxy group of (12Z,15Z,18Z,21Z,24Z,27Z)-triacontahexaenoic acid. It is an unsaturated fatty acyl-CoA and an ultra-long-chain fatty acyl-CoA. It derives from a (12Z,15Z,18Z,21Z,24Z,27Z)-triacontahexaenoic acid. It is a conjugate acid of a (12Z,15Z,18Z,21Z,24Z,27Z)-triacontahexaenoyl-CoA(4-). CC/C=C\\C/C=C\\C/C=C\\C/C=C\\C/C=C\\C/C=C\\CCCCCCCCCCC(=O)SCCNC(=O)CCNC(=O)[C@@H](C(C)(C)COP(=O)(O)OP(=O)(O)OC[C@@H]1[C@H]([C@H]([C@@H](O1)N2C=NC3=C(N=CN=C32)N)O)OP(=O)(O)O)O